2-amino-4-(butylamino)-6-(4-(piperazine-1-carbonyl)benzyl)pyrimido[4,5-d]pyridazin-5(6H)-one NC=1N=C(C2=C(C=NN(C2=O)CC2=CC=C(C=C2)C(=O)N2CCNCC2)N1)NCCCC